C1C=NC=2N=CNC2C1=O deaza-hypoxanthine